4-phenyl-3,4-dihydroxyquinolinone C1(=CC=CC=C1)C1(C(C(NC2=CC=CC=C12)=O)O)O